BrC=1C=NC(=NC1)C[C@H](C(=O)O)[C@@H]1CN(CC1)C(=O)OC(C)(C)C (2S)-3-(5-Bromopyrimidin-2-yl)-2-[(3R)-1-tert-butoxycarbonylpyrrolidin-3-yl]propanoic acid